C1(CCC1)N1N=C(C2=C1C=NN(C2=O)CO)C 1-cyclobutyl-5-(hydroxymethyl)-3-methyl-1,5-dihydro-4H-pyrazolo[3,4-d]Pyridazin-4-one